OC1=C(\C=N\CP(O)(O)=O)C(=CC(=C1)OC)OCC(=O)NC1=NNC(=C1)[C@@H]1C[C@@H](CC1)OC(NC(C)C)=O ((((E)-2-hydroxy-6-(2-((5-((1S,3R)-3-((isopropylcarbamoyl)oxy)cyclopentyl)-1H-pyrazol-3-yl)amino)-2-oxoethoxy)-4-methoxybenzylidene)amino)methyl)phosphonic acid